NC1=C(C(=NN1C1=CC=C(C=C1)OC(F)F)C)C(=O)O 5-amino-1-(4-(difluoromethoxy)phenyl)-3-methyl-1H-pyrazole-4-carboxylic acid